C(C)OC(=O)C=1C=NC(=NC1)C=1C=C2C(=CNC2=CC1)C#N 2-(3-cyano-1H-indole-5-yl)pyrimidine-5-carboxylic acid ethyl ester